C#C.[He] helium acetylene